6-(4-((R)-3-((S)-2-((5-bromo-6-oxo-1,6-dihydropyridazin-4-yl)oxy)-3-methoxypropoxy)-2-oxopyrrolidin-1-yl)piperidin-1-yl)nicotinonitrile BrC1=C(C=NNC1=O)O[C@H](CO[C@H]1C(N(CC1)C1CCN(CC1)C1=NC=C(C#N)C=C1)=O)COC